N-(azetidin-3-yl)-2-(4-(3-(2-chlorophenyl)ureido)-1H-pyrazol-1-yl)thiazole-4-carboxamide N1CC(C1)NC(=O)C=1N=C(SC1)N1N=CC(=C1)NC(=O)NC1=C(C=CC=C1)Cl